3-(2-Bromoisobutyramido)propyl-(triethoxy)silane BrC(C(=O)NCCC[Si](OCC)(OCC)OCC)(C)C